C(C)(C)(C)OC(=O)N1CC(N(CC1)CC(=O)OCC)C(F)F.CC=1C=CC(=NC1)O[C@@H]1CC[C@H](CC1)C1=NN=C(N1C1=CC=C(C=C1)C)C trans-5-methyl-2-[4-[5-methyl-4-(4-methylphenyl)-1,2,4-triazol-3-yl]cyclohexyl]oxy-pyridine tert-Butyl-3-(difluoromethyl)-4-(2-ethoxy-2-oxoethyl)piperazine-1-carboxylate